2,3,4-tri-O-acetyl-6-azido-6-deoxy-β-D-glucopyranosyl azide C(C)(=O)O[C@H]1[C@@H](O[C@@H]([C@H]([C@@H]1OC(C)=O)OC(C)=O)CN=[N+]=[N-])N=[N+]=[N-]